FC1=C(C(=CC=C1)C)C1CCN(CC1)C1=CC=2C(=NC(=CN2)C)NC1=O 7-(4-(2-fluoro-6-methylphenyl)piperidin-1-yl)-3-methylpyrido[2,3-b]pyrazin-6(5H)-one